O[C@@H]1CC[C@H](CC1)C=1C=C(C=CC1)NC(CC1=CC(=C(C=C1)O)OC)=O N-{3-[(trans)-4-Hydroxycyclohexyl]phenyl}-2-(4-hydroxy-3-methoxyphenyl)acetamide